C1OC=2C=C(C=CC2O1)CC(=O)N[2H] 3,4-methylenedioxyphenylacetamide-d1